Sinapic Acid C(\C=C\C1=CC(OC)=C(O)C(OC)=C1)(=O)O